(3-((5-fluoro-2-(2,4,5-trimethyl-1H-imidazol-1-yl)pyridin-4-yl)oxy)azetidin-1-yl)methanone FC=1C(=CC(=NC1)N1C(=NC(=C1C)C)C)OC1CN(C1)C=O